FC(C=1C(=NC(=NC1)NC1CCN(CC1)S(=O)(=O)C)C1=CN=C(S1)OCC)F 5-(Difluoromethyl)-4-(2-ethoxy-1,3-thiazol-5-yl)-N-(1-methylsulfonyl-piperidin-4-yl)pyrimidin-2-amine